O=C1NC(CCC1N1C(C2=CC=CC(=C2C1=O)N1CC2(C1)CCNCC2)=O)=O 2-[2-(2,6-dioxopiperidin-3-yl)-1,3-dioxo-2,3-dihydro-1H-isoindol-4-yl]-2,7-diazaspiro[3.5]nonan